C1(=CC=C(C=C1)OCCCC(=O)O)C 4-(p-tolyloxy)butanoic acid